COC=1C=CC=2C[C@@H]3[C@@H]4CC[C@@H](C[C@@]4(C2C1)CCN3C)O (6α)-3-methoxy-17-methylmorphinan-6-ol